FC1=CC=C(C=C1)C1=NN2C(CN(CC2)CC(F)(F)F)=C1C1=CC(=NC=C1)NC(C)=O N-(4-(2-(4-fluorophenyl)-5-(2,2,2-trifluoroethyl)-4,5,6,7-tetrahydropyrazolo[1,5-a]pyrazin-3-yl)pyridin-2-yl)acetamide